(S)-3-amino-3-(3-(pyrazin-2-yl)phenyl)propanoic acid ethyl ester C(C)OC(C[C@@H](C1=CC(=CC=C1)C1=NC=CN=C1)N)=O